FC=1C=C(CC=2NC(=NN2)C(=O)OCC)C=C(C1)F ethyl 5-(3,5-difluorobenzyl)-4H-1,2,4-triazole-3-carboxylate